C(CC(C)C)NN i-Pentyl-hydrazine